N-(2-(2,6-dioxo-piperidin-3-yl)-1,3-dioxoisoindolin-5-yl)-2,4,6-trimethylbenzene-sulfonamide O=C1NC(CCC1N1C(C2=CC=C(C=C2C1=O)NS(=O)(=O)C1=C(C=C(C=C1C)C)C)=O)=O